ClC=1C=2N(C=C(N1)C=1C=C(C=NC1OC)[C@@H](C)N(C(=O)NC(CCCCCO)C=1N=C(SC1)C)CC)C=CN2 1-((R)-1-(5-(8-chloroimidazo[1,2-a]pyrazin-6-yl)-6-methoxypyridin-3-yl)ethyl)-1-ethyl-3-(6-hydroxy-1-(2-methylthiazol-4-yl)hexyl)urea